(2-amino-6-(1H-pyrrol-2-yl)imidazo[1,2-a]pyridin-3-yl)((1s,2s)-2-fluorocyclopropyl)methanone NC=1N=C2N(C=C(C=C2)C=2NC=CC2)C1C(=O)[C@H]1[C@H](C1)F